FC(S(=O)(=O)OC1=C(C(=C(C=C1F)OC)F)Cl)(F)F 2-chloro-3,6-difluoro-4-methoxyphenyl trifluoromethanesulfonate